(Z)-2-(5-bromo-2-oxoindolin-3-ylidene)-N-(4-methoxyphenyl)hydrazinecarbothioamide BrC=1C=C2/C(/C(NC2=CC1)=O)=N/NC(NC1=CC=C(C=C1)OC)=S